(4-((1S,3S)-3-aminocyclopentane-1-carbonyl)piperazin-1-yl)(2-chloro-4-((3-(3-(trifluoromethyl)-1H-pyrazol-4-yl)imidazo[1,2-a]pyrazin-8-yl)amino)phenyl)methanone N[C@@H]1C[C@H](CC1)C(=O)N1CCN(CC1)C(=O)C1=C(C=C(C=C1)NC=1C=2N(C=CN1)C(=CN2)C=2C(=NNC2)C(F)(F)F)Cl